FC1=C(C(=CC(=C1)N1CCC(CC1)CCO)F)[C@@H]1C(NC(CC1)=O)=O (R)-3-(2,6-difluoro-4-(4-(2-hydroxyethyl)piperidin-1-yl)phenyl)piperidine-2,6-dione